Tert-butyl 3-({8-bromo-4-methylpyrrolo[1,2-a]pyrazin-6-yl}oxy)azetidine-1-carboxylate BrC=1C=C(N2C1C=NC=C2C)OC2CN(C2)C(=O)OC(C)(C)C